2-methyl-6-((2-(trimethylsilyl)ethoxy)methoxy)benzaldehyde CC1=C(C=O)C(=CC=C1)OCOCC[Si](C)(C)C